1-(2,4-dihydroxyphenyl)ethanone OC1=C(C=CC(=C1)O)C(C)=O